N-[(1r,2s,4s)-rel-7-azabicyclo[2.2.1]hept-3-yl]-2,4-dinitrobenzenesulfonamide hydrochloride Cl.[C@H]12C[C@H]([C@H](CC1)N2)NS(=O)(=O)C2=C(C=C(C=C2)[N+](=O)[O-])[N+](=O)[O-] |o1:3|